BrC=1C=C(C=CC1Cl)NC(=O)C1[C@H]2CC=3C(=CNC(C3)=O)[C@H]1CC2 (6R,9S)-N-(3-bromo-4-chlorophenyl)-3-oxo-3,5,6,7,8,9-hexahydro-2H-6,9-methano-cyclohepta[c]pyridine-10-carboxamide